C(C)(=O)C1=NN(C2=C(C=C(C=C12)B1OC(C(O1)(C)C)(C)C)COCC=C)CC(=O)OC(C)(C)C tert-Butyl 2-(3-Acetyl-7-((allyloxy)methyl)-5-(4,4,5,5-tetramethyl-1,3,2-dioxaborolan-2-yl)-1H-indazol-1-yl)acetate